tBDMS phosphoramidite P(O[Si](C)(C)C(C)(C)C)([O-])N